N-{4-[2-(2-chloro-4-fluorophenyl)acetamido]pyridin-2-yl}-N-(3,5-difluoro-4-methylphenyl)acetamide ClC1=C(C=CC(=C1)F)CC(=O)NC1=CC(=NC=C1)N(C(C)=O)C1=CC(=C(C(=C1)F)C)F